FC1(CC1)C(=O)N[C@H](C(=O)N1[C@@H](C[C@H](C1)O)C(=O)NCC1=C(OCCOCC(=O)O)C=C(C=C1)C1=C(N=CS1)C)C(C)(C)C 2-(2-(2-(((2S,4R)-1-((S)-2-(1-fluorocyclopropane-1-carboxamido)-3,3-dimethylbutanoyl)-4-hydroxypyrrolidine-2-carboxamido)methyl)-5-(4-methylthiazol-5-yl)phenoxy)ethoxy)acetic acid